3-[1-(2,6-dichloro-3-fluoro-phenyl)-ethoxy]-5-{5-[(4-methylpiperazin-1-yl)carbonyl]pyridin-2-yl}pyrazin-2-amine ClC1=C(C(=CC=C1F)Cl)C(C)OC=1C(=NC=C(N1)C1=NC=C(C=C1)C(=O)N1CCN(CC1)C)N